C(C)(C)(C)OC(=O)N1[C@@H](C[C@H](C1)F)COC=1C(=NC=CC1I)F (2S,4R)-4-fluoro-2-((2-fluoro-4-iodopyridin-3-yl)oxymethyl)pyrrolidine-1-carboxylic acid tert-butyl ester